O[C@H](CC=1N(C=2C(=C3CC[C@@H](N(C3=CC2)C(=O)OC)C)N1)C1CCCCC1)C1=CC=CC=C1 (1R,4r)-4-((S)-2-((R)-2-Hydroxy-2-phenylethyl)-6-(methoxycarbonyl)-7-methyl-6,7,8,9-tetrahydro-3H-imidazo[4,5-f]chinolin-3-yl)cyclohexan